O\N=C\C1=CC(=NC=N1)NC(OC(C)(C)C)=O tert-Butyl (E)-(6-((hydroxyimino)methyl)pyrimidin-4-yl)carbamate